3-methyl-2-thiohydantoin CN1C(NCC1=O)=S